ClC=1C=C(C=CC1)N1N=C(C=C1C1C(C1)C(=O)NC1=CC=CC=2NC(NC21)=O)C(F)(F)F 2-(1-(3-chlorophenyl)-3-(trifluoromethyl)-1H-pyrazol-5-yl)-N-(2-oxo-2,3-dihydro-1H-benzo[d]imidazol-4-yl)cyclopropane-1-carboxamide